boron tri-iodide B(I)(I)I